N-{[3-(4-amino-4-methylpiperidin-1-yl)-6-(2,3-dichlorophenyl)-5-methylpyrazin-2-yl]Methyl}carboxamide NC1(CCN(CC1)C=1C(=NC(=C(N1)C)C1=C(C(=CC=C1)Cl)Cl)CNC=O)C